C(C)C=1C(=CC=C2C=C(C=C(C12)N1CC=2N=C(N=C(C2CC1)OC)OC[C@]12CCCN2C\C(\C1)=C/F)OCOC)F (S,Z)-7-(8-ethyl-7-fluoro-3-(methoxymethoxy)naphthalen-1-yl)-2-((2-(fluoromethylene)tetrahydro-1H-pyrrolizin-7a(5H)-yl)methoxy)-4-methoxy-5,6,7,8-tetrahydropyrido[3,4-d]pyrimidine